benzyl N-[3-[5-bromo-7-fluoro-2-(4-fluorophenyl)-1H-indol-3-yl]cyclobutyl]-carbamate BrC=1C=C2C(=C(NC2=C(C1)F)C1=CC=C(C=C1)F)C1CC(C1)NC(OCC1=CC=CC=C1)=O